BrC1=CC=C(NCC(=O)C2CC2)C=C1 2-(4-bromoanilino)-1-cyclopropyl-ethanone